2-(1-Pyridyl)ethylammonium N1(CC=CC=C1)CC[NH3+]